(4-bromo-2-pyridyl)-(2-chlorophenyl)methanone BrC1=CC(=NC=C1)C(=O)C1=C(C=CC=C1)Cl